ethyl 2-((5-bromo-2-propionylphenyl) (isopropyl) amino)-2-oxoacetate BrC=1C=CC(=C(C1)N(C(C(=O)OCC)=O)C(C)C)C(CC)=O